BrC1=C(C=C(C(=O)N2CC=3NC(N(C(C3C[C@H]2C)=O)C2=NC=C(C(=O)NC)C=C2)=S)C=C1)C(F)(F)F (R)-6-(7-(4-bromo-3-(trifluoromethyl)benzoyl)-6-methyl-4-oxo-2-thioxo-1,4,5,6,7,8-hexahydropyrido[3,4-d]pyrimidin-3(2H)-yl)-N-methylnicotinamide